N-(6-(5-chloro-6-fluoro-7-(((2R,3R)-3-methoxybutan-2-yl)(methyl)amino)-1H-indazol-4-yl)imidazo[1,2-a]pyrazin-2-yl)-2-fluorocyclopropane-1-carboxamide ClC=1C(=C2C=NNC2=C(C1F)N(C)[C@H](C)[C@@H](C)OC)C=1N=CC=2N(C1)C=C(N2)NC(=O)C2C(C2)F